C(=O)O.ClC1=C(C(=CC=C1)Cl)N1CC(C1)C1=CC(=C(CN2CC(C2)(O)C(F)F)C(=C1)C)C 1-(4-(1-(2,6-dichlorophenyl)azetidin-3-yl)-2,6-dimethylbenzyl)-3-(difluoromethyl)azetidin-3-ol, formic acid salt